(S)-4-(4-chloro-3-fluorophenyl)-2-isopropyl-1-methylpiperazine ClC1=C(C=C(C=C1)N1C[C@@H](N(CC1)C)C(C)C)F